[Cl-].COCCCCCCCC1=CC=C(C=C1)NC(=O)N1CC[NH2+]CC1 4-((4-(7-methoxyheptyl)phenyl)carbamoyl)piperazin-1-ium chloride